CC1=C(C2=C(C(=NO2)NC2=CC(=CC(=C2)C(F)(F)F)CN2CCCC2)C=C1)C#CC=1C=NN2C1C=CC=C2 6-methyl-7-(pyrazolo[1,5-a]pyridin-3-ylethynyl)-N-(3-(pyrrolidin-1-ylmethyl)-5-(trifluoromethyl)phenyl)benzo[d]isoxazol-3-amine